OC12OC3=C(C1(C(C1=CC=CC=C12)=O)NC#N)C=CC(=C3)C(C)C N-(4b-hydroxy-7-isopropyl-10-oxo-4b,10-dihydro-9bH-indeno[1,2-b]benzofuran-9b-yl)cyanamide